trans-2-Chloro-5-(2,2-dichloro-3-(3,5-dichlorophenyl)cyclopropane-1-carboxamido)-N-(4-((trifluoromethyl)sulfonyl)phenyl)benzamide ClC1=C(C(=O)NC2=CC=C(C=C2)S(=O)(=O)C(F)(F)F)C=C(C=C1)NC(=O)[C@@H]1C([C@H]1C1=CC(=CC(=C1)Cl)Cl)(Cl)Cl